C(C)C1=C(C(C=NC2=C(C=CC=C2)N=CC=2C(O)=C(C=CC2)CC)=CC=C1)O bis(3-ethylsalicylidene)-1,2-phenylenediamine